tert-butyl (5S)-5-[[(R)-tert-butylsulfinyl]amino]spiro[5,7-dihydrocyclopenta[b]pyrazine-6,4'-piperidine]-1'-carboxylate C(C)(C)(C)[S@@](=O)N[C@@H]1C=2C(=NC=CN2)CC12CCN(CC2)C(=O)OC(C)(C)C